(S)-Hydantoinpropionic acid N1(C(=O)NC(=O)C1)CCC(=O)O